(2S,4S)-2-((difluoromethoxy)methyl)-4-((2-(trifluoromethyl)pyrimidin-5-yl)oxy)pyrrolidine-1-carboxylic acid tert-butyl ester C(C)(C)(C)OC(=O)N1[C@@H](C[C@@H](C1)OC=1C=NC(=NC1)C(F)(F)F)COC(F)F